bis(perfluoroethanesulfonyl)imide [N-](S(=O)(=O)C(F)(F)C(F)(F)F)S(=O)(=O)C(F)(F)C(F)(F)F